NCCC[Si](OCC)(OCC)C r-aminopropylmethyldiethoxysilane